i-dodecyl-3-methylimidazolium bromide [Br-].C(CCCCCCCCC(C)C)C=1NC=C[N+]1C